O=C1N(C(C(C1([2H])[2H])([2H])[2H])=O)[C@H](C(=O)NCC1=C(C(=C(C(=C1[2H])[2H])[2H])[2H])[2H])C (2S)-2-(2,5-dioxopyrrolidin-1-yl-3,3,4,4-d4)-N-((phenyl-d5)methyl)propanamide